10-Methyl-8-(1H-1,2,4-triazol-3-yl)-3,4,7,8,9,10-hexahydro-1H-pyrido[4',3':3,4]-pyrazolo[1,5-a][1,4]diazepin-11(2H)-one CN1C(C=2N(CC(C1)C1=NNC=N1)N=C1C2CNCC1)=O